(R)-Ethyl 2-((2S,3R,6S)-2,3-bis(4-chlorophenyl)-5-oxo-6-(4-((trifluoromethyl)thio)benzyl)morpholino)pentanoate ClC1=CC=C(C=C1)[C@@H]1O[C@H](C(N([C@@H]1C1=CC=C(C=C1)Cl)[C@@H](C(=O)OCC)CCC)=O)CC1=CC=C(C=C1)SC(F)(F)F